FC1=C(C=C(C=C1C=1C(=NN(C1C)C)C)OC1COCC1)C1=C2C(=NC=C1)N=CN2 7-(2-fluoro-5-((tetrahydrofuran-3-yl)oxy)-3-(1,3,5-trimethyl-1H-pyrazol-4-yl)phenyl)-1H-imidazo[4,5-b]pyridine